ClC1=C(C=CC=C1)N1N=C(C2=C1SC(=C2)C(=O)NC2CCC(CC2)N2CC(C2)OC(F)F)C 1-(2-chlorophenyl)-N-((1r,4r)-4-(3-(difluoromethoxy)azetidin-1-yl)cyclohexyl)-3-methyl-1H-thieno[2,3-c]pyrazole-5-carboxamide